NC1=CC(=C(C=C1)O)C1=NC(=NC=C1)NC1=CC=C(C=C1)C(F)(F)F 4-amino-2-(2-((4-(trifluoromethyl)phenyl)amino)pyrimidin-4-yl)phenol